CC1SCCN1 2-Methyl-1,3-thiazolidin